(S)-2-((tert-Butoxycarbonyl)amino)-3-(5-hydroxypyridin-3-yl)propanoic acid C(C)(C)(C)OC(=O)N[C@H](C(=O)O)CC=1C=NC=C(C1)O